C(C)(=O)N1CCC(CC1)C=1OC2=C(C(C1)=O)C=C(C=1N(C(=NC12)C(F)(F)F)CC)Cl 8-(1-acetylpiperidin-4-yl)-4-chloro-3-ethyl-2-(trifluoromethyl)chromeno[7,8-d]imidazol-6(3H)-one